N1C=NC=2N=CNC2C1=O.[Na] monosodium hypoxanthine